6-chloro-3-[(2-methoxy-6-methyl-4-pyridinyl)amino]-5-(methylamino)pyrazine-2-carboxamide ClC1=C(N=C(C(=N1)C(=O)N)NC1=CC(=NC(=C1)C)OC)NC